O=C1C(=CC(C2=CC=CC=C12)=O)C(C(=O)O)C (1,4-dioxo-1,4-dihydronaphthalen-2-yl)propanoic acid